COCOC=1C=C(C2=CC=CC=C2C1)C1CCC=2C(=NC(=NC2C1)SC)O 7-(3-(methoxymethyloxy)naphthalen-1-yl)-2-(methylthio)-5,6,7,8-tetrahydroquinazolin-4-ol